(R)-tert-butyl 3-(4-(((tert-butyldiphenylsilyl)oxy)methyl)pent-4-enoyl)-6-methyl-6,7-dihydro-2H-pyrazolo[4,3-c]pyridine-5(4H)-carboxylate [Si](C1=CC=CC=C1)(C1=CC=CC=C1)(C(C)(C)C)OCC(CCC(=O)C=1NN=C2C1CN([C@@H](C2)C)C(=O)OC(C)(C)C)=C